BrC1=C(C=CC(=C1)N1C2=CC=CC=C2C=2C=CC=CC12)C1=C(C=CC=C1)Br 9-(2,2'-dibromo-[1,1'-biphenyl]-4-yl)-9H-carbazole